2-[5-(2-hydroxy-ethoxy)-[1,4]dioxan-2-yloxy]-ethanol OCCOC1OCC(OC1)OCCO